C1(=CC=C(C=C1)C1=NC(=NC(=N1)C1=CC=CC=C1)B(O)O)C1=CC=CC=C1 (4-([1,1'-biphenyl]-4-yl)-6-phenyl-1,3,5-triazin-2-yl)boronic acid